N-((7R)-2-cyano-2-azabicyclo[2.2.1]heptan-7-yl)-5-(2-((4-fluorophenyl)amino)phenyl)thiazole-2-carboxamide C(#N)N1C2CCC(C1)[C@H]2NC(=O)C=2SC(=CN2)C2=C(C=CC=C2)NC2=CC=C(C=C2)F